4-chloro-6,7,8,9-tetrahydro-5H-cyclohepta[b]pyridin-9-ol ClC1=C2C(=NC=C1)C(CCCC2)O